N-(8-trimethoxysilyl-octyl)-[1,3,5]triazine-2,4,6-triamine CO[Si](CCCCCCCCNC1=NC(=NC(=N1)N)N)(OC)OC